O=C(CNC(CCl)=O)C1=CC(=CC=C1)C(F)(F)F N-(2-OXO-2-(3-TRIFLUOROMETHYLPHENYL)ETHYL)CHLOROACETAMIDE